O(C1=CC=CC=C1)C1=CC=C(C=N1)C=1C=C2C=NC=NC2=C(C1)C=1C=C(N)C=CC1 3-(6-(6-phenoxypyridin-3-yl)quinazolin-8-yl)aniline